magnesium-silver-silver iodide [Ag]I.[Ag].[Mg]